19-(oxan-2-yl)-8,14-dioxa-4,10,19,20-tetraazatetracyclo[13.5.2.12,6.018,21]tricosa-1(20),2,4,6(23),15,17,21-heptaen-9-one O1C(CCCC1)N1C2=CC=C3OCCCNC(OCC=4C=NC=C(C(=N1)C2=C3)C4)=O